1-[2-(2,5-dimethylphenyl)acetamido]-4-methoxycyclohexanecarboxylic acid methyl ester COC(=O)C1(CCC(CC1)OC)NC(CC1=C(C=CC(=C1)C)C)=O